(3'-chloro-[1,1'-biphenyl]-3-yl)boronic acid ClC=1C=C(C=CC1)C1=CC(=CC=C1)B(O)O